N1C(=CC=2C=NC=CC21)CNC(CN2C(=NC=C(C2=O)NC(=O)C2=C(C=C(C=C2)C2=CC=CC=C2)F)C2=CC=CC=C2)=O N-(1-(2-(((1H-pyrrolo[3,2-c]pyridine-2-yl)methyl)amino)-2-oxoethyl)-6-oxo-2-phenyl-1,6-dihydropyrimidin-5-yl)-3-fluoro-[1,1'-biphenyl]-4-carboxamide